C(C)N1C=2C3=CN=C(C(O[C@@H](C4=CC(=CC=C4C4=NN(C=C4CC2N=N1)C)F)C)=C3)N (19R)-3-ethyl-16-fluoro-10,19-dimethyl-20-oxa-3,4,5,10,11,23-hexaazapentacyclo[19.3.1.02,6.08,12.013,18]pentacosa-1(24),2(6),4,8,11,13,15,17,21(25),22-decaen-22-amine